tert-butyl (3S,4S)-4-fluoro-3-[[4-(7-methoxy-6-spiro[3.3]heptan-2-yl-imidazo[1,2-b]pyridazin-3-yl)pyrimidin-2-yl]amino]piperidine-1-carboxylate F[C@@H]1[C@H](CN(CC1)C(=O)OC(C)(C)C)NC1=NC=CC(=N1)C1=CN=C2N1N=C(C(=C2)OC)C2CC1(C2)CCC1